BrC=1N=C(N2C1C(=CC(=C2)S(=O)(=O)NC2(COC2)C)Cl)C=2SC(=NN2)C(F)F 1-bromo-8-chloro-3-(5-(difluoromethyl)-1,3,4-thiadiazol-2-yl)-N-(3-methyloxacyclobutan-3-yl)imidazo[1,5-a]pyridin-6-sulfonamide